N-[4-(2-methyl-1-methylene-propyl)-6-phenoxy-pyrimidin-2-yl]benzenesulfonamide CC(C(=C)C1=NC(=NC(=C1)OC1=CC=CC=C1)NS(=O)(=O)C1=CC=CC=C1)C